3,4-difluorobenzyl (tert-butoxycarbonyl)-L-valinate C(C)(C)(C)OC(=O)N[C@@H](C(C)C)C(=O)OCC1=CC(=C(C=C1)F)F